N1(N=CC=C1)C(N)=N pyrazole-1-carboximidamide